3-((hexyl-4,4,6,6,6-d5)oxy)-4-(1-(methyl-d3)-1,2,5,6-tetrahydropyridin-3-yl)-1,2,5-thiadiazole C(CCC(CC([2H])([2H])[2H])([2H])[2H])OC1=NSN=C1C=1CN(CCC1)C([2H])([2H])[2H]